N-methyl-1-[4-[methyl(7H-pyrrolo[2,3-d]pyrimidin-4-yl)amino]cyclohexyl]methanesulfonamide CNS(=O)(=O)CC1CCC(CC1)N(C=1C2=C(N=CN1)NC=C2)C